C1N(CC2CCCCC12)C(=O)[O-] hexahydro-1H-isoindole-2-carboxylate